6-chloropyrazolo[1,5-a]pyridine-3-carboxylic acid ClC=1C=CC=2N(C1)N=CC2C(=O)O